(R)-3-((2-chloro-5-((1-methyl-1H-pyrazol-4-yl)ethynyl)pyridin-4-yl)amino)-2-fluoropropan-1-ol ClC1=NC=C(C(=C1)NC[C@H](CO)F)C#CC=1C=NN(C1)C